N1C=C(C2=CC=CC=C12)C1=C(N=C(O1)C1=C(C=CC=C1)I)C(=O)O 5-(1H-indol-3-yl)-2-(2-iodophenyl)oxazole-4-carboxylic acid